(R)-3-(benzofuran-7-yloxy)-N-methyl-3-(thiophen-2-yl)propan-1-amine O1C=CC2=C1C(=CC=C2)O[C@H](CCNC)C=2SC=CC2